tert-butyl (2s,3s)-2-(hydroxymethyl)-4-methyl-2,3-dihydro-1H-pyrrole-1-carboxylate OC[C@H]1N(C=C(C1)C)C(=O)OC(C)(C)C